C(#N)C1=CC(=C(OC=2N=NC(=C(C2C(=O)NC2=CC(=CC=C2)S(=O)(=O)C)C)C2=CC=C(C=C2)C#N)C=C1)OC (R)-3-(4-cyano-2-methoxyphenoxy)-6-(4-cyanophenyl)-5-methyl-N-(3-(S-methylsulfonyl)phenyl)pyridazine-4-carboxamide